N-Ethyl-Biotin C(C)N1[C@H]2CS[C@@H](CCCCC(O)=O)[C@H]2NC1=O